C1(=CC=C(C=C1)CN)CN 1,4-benzenedimethylamine